3-(2-pyridinyl)diazole N1=C(C=CC=C1)C1=NNC=C1